OC1=C(CNC(C=C)=O)C=C(C=C1)O N-(2,5-dihydroxybenzyl)acrylamide